r-butyl-2-methoxybenzene-1-sulfonamide C(CCC)C=1C(=C(C=CC1)S(=O)(=O)N)OC